2,2-difluoro-6-(perfluorophenyl)-4-(prop-2-yn-1-yl)-2H-benzo[b][1,4]oxazin-3(4H)-one FC1(C(N(C2=C(O1)C=CC(=C2)C2=C(C(=C(C(=C2F)F)F)F)F)CC#C)=O)F